FC1=C(C=C(C=C1)NC(C=C)=O)NC1=NC(=NC=C1C1=C(C=CC=C1)C(C)C)NC=1C=NN(C1)C N-(4-fluoro-3-((5-(2-isopropylphenyl)-2-((1-methyl-1H-pyrazol-4-yl)amino)pyrimidin-4-yl)amino)phenyl)acrylamide